C(CCC)(=O)NS(=O)(=O)C1=CC=C(O1)C(=O)NC(=O)C12CC(C1)(C2)C=2SC1=C(N2)C=CC(=C1)Cl 5-(butyrylsulfamoyl)-N-[3-(6-chloro-1,3-benzothiazol-2-yl)-1-bicyclo[1.1.1]pentanoyl]furan-2-carboxamide